C(C1=CC=CC=C1)(=O)O[C@@H]1[C@H](O[C@H]([C@@H]1OC)N1C(NC(C=C1)=O)=O)OCP(=O)(OC)OC [(2R,3S,4R,5R)-2-(dimethoxyphosphorylmethoxy)-5-(2,4-dioxopyrimidin-1-yl)-4-methoxy-tetrahydrofuran-3-yl] benzoate